COC1=CC=C(C=N1)C=1C=CC=CC1 3-(6-methoxypyridin-3-yl)benzene